O=CCC(=O)OC Methyl 3-oxopropanoate